tert-butyl 3-(3-bromophenyl)-2,2-dimethylpropionate BrC=1C=C(C=CC1)CC(C(=O)OC(C)(C)C)(C)C